2-(dimethylamino)ethyl 7-({5-[4-(5-methyl-1H-1,2,3-triazol-1-yl)phenyl]pyrimidin-2-yl}amino)-1H,2H,3H-pyrido[2,3-b][1,4]oxazine-1-carboxylate CC1=CN=NN1C1=CC=C(C=C1)C=1C=NC(=NC1)NC1=CC2=C(OCCN2C(=O)OCCN(C)C)N=C1